1-(tert-Butyl) 2-methyl 5-hydroxy-1H-indole-1,2-dicarboxylate OC=1C=C2C=C(N(C2=CC1)C(=O)OC(C)(C)C)C(=O)OC